(R)-N-(3-(3,5-dimethylisoxazol-4-yl)-4-(piperidin-2-ylmethoxy)phenyl)-2,4-dimethylthiazole-5-carboxamide CC1=NOC(=C1C=1C=C(C=CC1OC[C@@H]1NCCCC1)NC(=O)C1=C(N=C(S1)C)C)C